N-methyl-9,12,15-trioxa-3,4,17,21,23,27,31,33-octazahexacyclo[20.6.2.12,5.14,8.116,20.025,29]tritriaconta-1(28),2,5(33),6,8(32),16(31),17,19,22(30),23,25(29),26-dodecaen-26-amine CNC=1C=2C=NC=3NC4=CC=NC(OCCOCCOC=5C=CC=6N(N=C(C(=CN1)C2C3)N6)C5)=N4